N1C(=NC2=C1C=CC=C2)C2CCN(CC2)C(=O)C2=NN(C(C1=CC=CC=C21)=O)C(C)C 4-[[4-(1H-benzimidazol-2-yl)-1-piperidinyl]carbonyl]-2-(1-methylethyl)-1(2H)-phthalazinone